N-(4-chloro-2-fluoro-phenyl)-5-[(2-fluoro-4-methylsulfonyl-phenyl)methyl]-4-methyl-pyridin-3-amine ClC1=CC(=C(C=C1)NC=1C=NC=C(C1C)CC1=C(C=C(C=C1)S(=O)(=O)C)F)F